4-(2-hydroxypropan-2-yl)-N-((5-(1-methyl-1H-benzo[d]imidazol-6-yl)-2,3-dihydro-1H-inden-4-yl)carbamoyl)thiophene-2-sulfonamide OC(C)(C)C=1C=C(SC1)S(=O)(=O)NC(NC1=C2CCCC2=CC=C1C=1C=CC2=C(N(C=N2)C)C1)=O